The molecule is a hydroxycoumarin that is umbelliferone in which the hydrogen at position 8 has been replaced by a prenyl group. It has a role as a plant metabolite and an antifungal agent. It derives from an umbelliferone. CC(=CCC1=C(C=CC2=C1OC(=O)C=C2)O)C